1,4-CYCLOHEXANEDIONE C1(CCC(CC1)=O)=O